4-(4-chlorophenyl)-2-(1,3-dithian-2-yl)-3-(4-(trifluoromethyl)phenyl)-6-(3,4,5-trimethoxyphenyl)-4H-pyran ClC1=CC=C(C=C1)C1C(=C(OC(=C1)C1=CC(=C(C(=C1)OC)OC)OC)C1SCCCS1)C1=CC=C(C=C1)C(F)(F)F